1,4-dideoxy-1,4-imino-D-mannitol N1C[C@@H](O)[C@@H](O)[C@H]1[C@H](O)CO